C12CN(CC2C1)C1=CC=C(C(=N1)C)CC=1C=C(SC1C#N)C(=O)N[C@@H]1CCC2=C1NN=C2C 4-[(6-{3-Azabicyclo[3.1.0]hex-3-yl}-2-methylpyridin-3-yl)methyl]-5-cyano-N-[(6R)-3-methyl-1h,4h,5h,6h-cyclopenta[c]pyrazol-6-yl]thiophene-2-carboxamide